5-chloro-2-(4,4-difluoroazepan-1-yl)-6-ethyl-N-(4-fluoro-3-(N'-hydroxycarbamimidoyl)phenyl)nicotinamide ClC=1C(=NC(=C(C(=O)NC2=CC(=C(C=C2)F)C(N)=NO)C1)N1CCC(CCC1)(F)F)CC